(S)-4-(cyclopropylethynyl)-7-((3-methyl-1H-pyrazol-1-yl)methyl)-4-(trifluoromethyl)-3,4-dihydroquinazolin-2(1H)-one C1(CC1)C#C[C@@]1(NC(NC2=CC(=CC=C12)CN1N=C(C=C1)C)=O)C(F)(F)F